N-(5,6-difluoro-1H-indol-3-yl)prop-2-ynylamide FC=1C=C2C(=CNC2=CC1F)C#CC[NH-]